6-ethoxy-2-fluoro-4-((4-methoxybenzyl)oxy)pyrazolo[1,5-a]pyridine-3-carbaldehyde C(C)OC=1C=C(C=2N(C1)N=C(C2C=O)F)OCC2=CC=C(C=C2)OC